C(C)(C)C1=NC=NC=C1 4-Isopropyl-pyrimidine